7-bromo-2-(((tert-butyldimethylsilyl)oxy)methyl)-5-cyclopropylpyrazolo[1,5-a]Pyridine BrC1=CC(=CC=2N1N=C(C2)CO[Si](C)(C)C(C)(C)C)C2CC2